FC(C(=O)O)(F)F.CN(CC=1C(=NNC1)C1CCC2(CC(CO2)(C)C)CC1)CCNC methyl[2-(methylamino)ethyl]([3-[(5s,8s)-3,3-dimethyl-1-oxaspiro[4.5]decan-8-yl]-1H-pyrazol-4-yl]methyl)amine trifluoroacetate salt